palladium trioxide [Pd](=O)(=O)=O